C(CCC)C=1C=C(C=2C3=C(C(OC2C1)(C)C)C=CC=C3)O 3-Butyl-6,6-dimethylbenzo[c]chromen-1-ol